C(C)(C)(C)C1=CC=C(C=C1)C[C@H](CN1CCCCC1)C |r| (RS)-1-[3-(4-tert-butylphenyl)-2-methylpropyl]piperidine